2'-O-Methyl inosine-5'-triphosphate P(O)(=O)(OP(=O)(O)OP(=O)(O)O)OC[C@@H]1[C@H]([C@H]([C@@H](O1)N1C=NC=2C(O)=NC=NC12)OC)O